N-(5-(5-acetamido-1H-pyrazol-1-yl)-1,3,4-thiadiazol-2-yl)-4-(2-cyano-6-methylphenyl)-3-(2-methoxyethoxy)-2-oxo-2H-pyran-6-carboxamide C(C)(=O)NC1=CC=NN1C1=NN=C(S1)NC(=O)C1=CC(=C(C(O1)=O)OCCOC)C1=C(C=CC=C1C)C#N